CC1=CC=C(CC1)C(C)C 1-methyl-4-isopropyl-1,3-cyclohexadiene